titanium diisopropyloxybis(ethylacetoacetate) C(C)(C)OC(CC(=O)C(OC(C(CC(=O)OC(C)C)=O)CC)CC)=O.[Ti]